N4-((1R,5S,6r)-bicyclo[3.1.0]hexan-6-yl)-1-tosyl-1H-pyrrolo[2,3-b]pyridine-4,5-diamine [C@H]12CCC[C@@H]2C1NC1=C2C(=NC=C1N)N(C=C2)S(=O)(=O)C2=CC=C(C)C=C2